IC=1C=C(C[C@H](N)C(=O)O)C=CC1O 3-iodo-tyrosine